3-((2,2-dimethyl-1,3-dioxan-5-yl)oxy)-2-(((2,2-dimethyl-1,3-dioxan-5-yl)oxy)methyl)-N-methoxy-N-methylpropanamide CC1(OCC(CO1)OCC(C(=O)N(C)OC)COC1COC(OC1)(C)C)C